BrC=1C2=C(N(CCC1C=1OC(=NN1)C1CC1)S(=O)(=O)C1=CC(=C(C=C1)OC)F)C=CC=C2 2-(5-bromo-1-((3-fluoro-4-methoxyphenyl)sulfonyl)-2,3-dihydro-1H-benzo[b]azepin-4-yl)-5-cyclopropyl-1,3,4-oxadiazole